[Na].BrC1=C(C(=C(C=C1)CC(=O)NC1=C(C=C(C=C1)S(NC(CC)=O)(=O)=O)Cl)F)OC1=CC(=CC(=C1)C#N)Cl 2-[4-bromo-3-(3-chloro-5-cyano-phenoxy)-2-fluoro-phenyl]-N-(2-chloro-4-propionylsulfamoyl-phenyl)-acetamide sodium salt